2-(3-(((3R,4S)-3-fluoropiperidin-4-yl)(methyl)amino)-1,2,4-triazin-6-yl)-5-(1H-imidazol-1-yl)phenol F[C@@H]1CNCC[C@@H]1N(C=1N=NC(=CN1)C1=C(C=C(C=C1)N1C=NC=C1)O)C